5-(4-fluorophenyl)-3,3-dimethyl-N-pentylmorpholine-4-carboxamide FC1=CC=C(C=C1)C1COCC(N1C(=O)NCCCCC)(C)C